N-[2,6-dichloro-4-(trifluoromethyl)-3-pyridyl]acetamide ClC1=NC(=CC(=C1NC(C)=O)C(F)(F)F)Cl